CN(C)C(N(C)C)(N(C)C)[Ti]C1C=CC=C1 tris(dimethylamino)methylcyclopentadienyl-titanium